(7-Ethoxyimidazo[1,2-a]pyridin-3-yl)(4-nitrophenyl)methanone C(C)OC1=CC=2N(C=C1)C(=CN2)C(=O)C2=CC=C(C=C2)[N+](=O)[O-]